C(CCC)[C@]1(CS(C2=C(N(C1)C1=CC=CC=C1)C=C(C(=C2)O\C=C(\C(=O)O)/F)N(C)C)(=O)=O)CC (R)-(Z)-3-((3-butyl-7-(dimethylamino)-3-ethyl-1,1-dioxido-5-phenyl-2,3,4,5-tetrahydro-1,5-benzothiazepin-8-yl)oxy)-2-fluoroacrylic acid